C(C)(=O)OC=1C=CC=2N(C3=CC=C(C=C3OC2C1)OC(C)=O)C(=O)OCC1=CC=C(C=C1)SCC1=C(N2C(C(C2SC1)NC(CC1=CC=CC=C1)=O)=O)C(=O)OC(C1=CC=CC=C1)C1=CC=CC=C1 10-(((4-(((2-((benzhydryloxy)carbonyl)-8-oxo-7-(2-phenylacetamido)-5-thia-1-azabicyclo[4.2.0]oct-2-en-3-yl)methyl)thio) benzyl)oxy)carbonyl)-10H-phenoxazine-3,7-diyl diacetate